3-(2-(pyridin-2-yloxy)ethyl)urea N1=C(C=CC=C1)OCCNC(N)=O